BrC1=NC(=C(C=C1N)C(F)F)Cl 2-bromo-6-chloro-5-(difluoromethyl)pyridin-3-amine